BrC=1N=C(SC1C(=O)N1CCC(CC1)N1C[C@@H](CCC1)C)N[C@@H](C)C1=NC=CC=C1F (4-Bromo-2-{[(1S)-1-(3-fluoropyridin-2-yl)ethyl]amino}-1,3-thiazol-5-yl)[(3R)-3-methyl[1,4'-bipiperidine]-1'-yl]methanone